FC=1C=NC(=NC1)C=O 5-fluoropyrimidine-2-carbaldehyde